FC1=C(C=C(C=C1)NC(=O)CNC(=O)C1=CC=CC(=N1)C1=CC=C2C=CC(=C(C2=C1)NC(C=C)=O)COC)OC N-{7-[6-({[(4-fluoro-3-methoxyphenyl)carbamoyl]methyl}carbamoyl)pyridin-2-yl]-2-(methoxymethyl)naphthalen-1-yl}prop-2-enamide